[Br-].C(C1=CC=CC=C1)[N+]1=CC(=CC(=C1)C)N=S(=O)(C)C 1-benzyl-3-((dimethyl(oxo)-λ6-sulfanylidene)amino)-5-methylpyridin-1-ium bromide